(E)-3-(3-chloro-4-methoxyphenyl)-1-(3,4-dimethoxy-5-(methylseleno)phenyl)prop-2-en-1-one ClC=1C=C(C=CC1OC)/C=C/C(=O)C1=CC(=C(C(=C1)[Se]C)OC)OC